(R)-2-(tert-butoxy)-6-(2-(trifluoromethyl)piperidin-1-yl)pyridin-4-ol C(C)(C)(C)OC1=NC(=CC(=C1)O)N1[C@H](CCCC1)C(F)(F)F